C1(CC1)OC1=CC(=NC=C1)C=O 4-CYCLOPROPOXYPICOLINALDEHYDE